Methyl (E)-6-((2-((1-(3-chlorophenyl)-2,5-dioxopyrrolidin-3-ylidene)methyl)phenoxy)methyl)picolinate ClC=1C=C(C=CC1)N1C(\C(\CC1=O)=C\C1=C(OCC2=CC=CC(=N2)C(=O)OC)C=CC=C1)=O